Cl.C(C1=CC=CC=C1)N(C(C)=O)C1CCC(CC1)C[C@H]1N[C@H](CC1)[C@@H](O)C1=CC(=CC=C1)F N-Benzyl-N-((1S,4r)-4-(((2S,5R)-5-((R)-(3-fluorophenyl)(hydroxy)-methyl)pyrrolidin-2-yl)methyl)cyclohexyl)acetamide hydrochloride